((2R,3R)-3-(2-methylphenyl)-1,4-dioxaspiro[4.4]non-2-yl)methanol CC1=C(C=CC=C1)[C@@H]1[C@H](OC2(O1)CCCC2)CO